samarium-iron-zinc [Zn].[Fe].[Sm]